7-((2s,5r)-2-(2-((tert-butyldimethylsilyl)oxy)ethyl)-5-methylpiperazin-1-yl)-4-methyl-2-(tetrahydro-2H-pyran-2-yl)-2,4-dihydro-5H-pyrazolo[4,3-b]pyridin-5-one [Si](C)(C)(C(C)(C)C)OCC[C@@H]1N(C[C@H](NC1)C)C=1C=2C(N(C(C1)=O)C)=CN(N2)C2OCCCC2